2-[6-[4-(2,6-diazaspiro[3.3]heptan-2-yl)phenyl]-4-fluoro-1-oxo-isoindolin-2-yl]-2-(6,7-dihydro-5H-pyrrolo[1,2-c]imidazol-1-yl)-N-(2-pyridyl)acetamide, trifluoroacetic acid salt FC(C(=O)O)(F)F.C1N(CC12CNC2)C2=CC=C(C=C2)C2=CC(=C1CN(C(C1=C2)=O)C(C(=O)NC2=NC=CC=C2)C2=C1N(C=N2)CCC1)F